OCCN(CC(C)(O)C1=CC=2N(C=C1)C=CN2)C 1-[2-hydroxyethyl(methyl)amino]-2-imidazo[1,2-a]pyridin-7-yl-propan-2-ol